(1S)-1-[2-methyl-5-(4,4,5,5-tetramethyl-1,3,2-dioxaborolan-2-yl)phenyl]ethan-1-ol 2',4',6'-trimethyl-[1,1'-biphenyl]-3-ylpropanoate CC1=C(C(=CC(=C1)C)C)C1=CC(=CC=C1)C(C(=O)O[C@@H](C)C1=C(C=CC(=C1)B1OC(C(O1)(C)C)(C)C)C)C